methyl [(6S)-4-(4'-hydroxy-2'-methyl[1,1'-biphenyl]-4-yl)-2,3,9-trimethyl-6H-thieno[3,2-f][1,2,4]triazolo[4,3-a][1,4]diazepin-6-yl]acetate OC1=CC(=C(C=C1)C1=CC=C(C=C1)C1=N[C@H](C=2N(C3=C1C(=C(S3)C)C)C(=NN2)C)CC(=O)OC)C